2-(2-chloro-3-fluorophenyl)pyrrolidine ClC1=C(C=CC=C1F)C1NCCC1